COCC1=C(C=CC=C1)C1=CC=C(C=C1)S(=O)(=O)Cl 2'-(methoxymethyl)-[1,1'-biphenyl]-4-sulfonyl chloride